4-sulfonyl-2-nitrofluorobenzene S(=O)(=O)=C1CC(=C(C=C1)F)[N+](=O)[O-]